C1(CC1)NC=1C2N=CN(C2N=CN1)[C@H]1C[C@@H]([C@@](O1)(C=C)CO)O (2R,3S,5R)-5-(6-(cyclopropylamino)-4,5-dihydro-9H-purin-9-yl)-2-(hydroxymethyl)-2-vinyltetrahydrofuran-3-ol